dimethyl-2-ethoxymethyl-1H-imidazoquinoline-1-ethanol CC=1C=2C=CC=NC2C2=C(C1C)N=C(N2CCO)COCC